ClC1=C(C=CC(=C1)C(F)(F)F)NC(CN1C=2N(C(C(=C1CC)N1CCN(CC1)CC1=C(C=NC=C1)O)=O)N=C(N2)C2CCCCCC2)=O N-(2-chloro-4-(trifluoromethyl)phenyl)-2-(2-cycloheptyl-5-ethyl-6-(4-(3-hydroxyisonicotinyl)piperazin-1-yl)-7-oxo-[1,2,4]triazolo[1,5-a]pyrimidin-4(7H)-yl)acetamide